3-chloro-4-(3-cyano-3-formylpyrrolidin-1-yl)-2,6-difluoro-N-(6-fluoropyridin-2-yl)-N-(4-methoxybenzyl)benzenesulfonamide ClC=1C(=C(C(=CC1N1CC(CC1)(C=O)C#N)F)S(=O)(=O)N(CC1=CC=C(C=C1)OC)C1=NC(=CC=C1)F)F